(Z,E)-3,5-Decadienyl acetate C(C)(=O)OCC\C=C/C=C/CCCC